(difluoromethyl)-2-methyl-3-((6-oxo-1-((2-oxo-1,2-dihydropyridin-3-yl)methyl)-4-(perfluoroethyl)-1,6-dihydropyrimidin-5-yl)oxy)benzonitrile FC(F)C1=C(C(=C(C#N)C=C1)C)OC1=C(N=CN(C1=O)CC=1C(NC=CC1)=O)C(C(F)(F)F)(F)F